C1(CCCC1)[C@@H](C)O (R)-1-cyclopentyl-ethan-1-ol